ClC1=CC=C(C(N1)=O)C(=O)O 6-chloro-2-oxo-1,2-dihydropyridine-3-carboxylic acid